(E)-2-(3-methylpyrazin-2-yl)-5-(non-1-en-1-yl)-7-oxo-4,7-dihydropyrazolo[1,5-a]pyrimidine-3-carboxylic acid CC=1C(=NC=CN1)C1=NN2C(NC(=CC2=O)\C=C\CCCCCCC)=C1C(=O)O